N(=[N+]=[N-])CC=1C(=NN(C1)CC=1C=CC(=NC1)C(F)(F)F)Br 5-((4-(azidomethyl)-3-bromo-1H-pyrazol-1-yl)methyl)-2-(trifluoromethyl)pyridine